4-((benzyloxy)carbonyl)-1-(tert-butoxycarbonyl)-5-(cyanomethyl)piperazine-2-carboxylic acid C(C1=CC=CC=C1)OC(=O)N1CC(N(CC1CC#N)C(=O)OC(C)(C)C)C(=O)O